1-(tert-butyl) 5-ethyl D-glutamate N[C@H](CCC(=O)OCC)C(=O)OC(C)(C)C